1-(2-(4-ethylpiperidin-1-yl)pyrimidin-5-yl)cyclohexane-1,4-diamine C(C)C1CCN(CC1)C1=NC=C(C=N1)C1(CCC(CC1)N)N